4-bromo-2-(4-chlorophenyl)-1H-pyrrole BrC=1C=C(NC1)C1=CC=C(C=C1)Cl